FC1=CC=CC=2C=3N(C(=NC12)NS(=O)(=O)C)C=C(N3)C3=C(C=CC=C3)CN3CCN(CC3)C3=NC=CC=C3 N-(7-fluoro-2-(2-((4-(pyridin-2-yl)piperazin-1-yl)methyl)-phenyl)-imidazo[1,2-c]-quinazolin-5-yl)-methanesulfonamide